BrC1=C(C(=CC(=C1)Cl)C(F)(F)F)O 2-bromo-4-chloro-6-(trifluoromethyl)phenol